N1=CC=C(C=C1)C1=CC=2C=NC(=CC2N1)NC1=CC(=CC=C1)C1CCOCC1 2-(pyridin-4-yl)-N-(3-(tetrahydro-2H-pyran-4-yl)phenyl)-1H-pyrrolo[3,2-c]pyridin-6-amine